C(C1=CC=CC=C1)NC(=O)C1CC(C1)O (1S,3s)-N-benzyl-3-hydroxycyclobutanecarboxamide